N-tertiary butylcarboxamide C(C)(C)(C)NC=O